[I-].F[N+](C(C(=C(C(F)(F)F)C(F)(F)F)F)(F)F)(C(C(C(C(C(C(C(C(C(C(F)(F)F)(F)F)(F)F)(F)F)(F)F)(F)F)(F)F)(F)F)(F)F)(F)F)F perfluorodecyldimethylallylammonium iodide